tert-butyl ((2S)-1-((2,6-dioxopiperidin-3-yl)amino)-1-oxo-3-phenylpropan-2-yl)carbamate O=C1NC(CCC1NC([C@H](CC1=CC=CC=C1)NC(OC(C)(C)C)=O)=O)=O